8-chloro-5-[[2-[2-(5-chloro-6-oxo-1H-pyridazin-4-yl)ethyl]-2-azaspiro[3.3]heptan-6-yl]oxy]-2-methyl-isoquinolin-1-one ClC=1C=CC(=C2C=CN(C(C12)=O)C)OC1CC2(CN(C2)CCC=2C=NNC(C2Cl)=O)C1